CN(S(=O)(=O)CC1=NC(=NC(=C1)N1[C@H](COCC1)CC)C1=CC=C2C(=N1)C=C(N2)CN(C(OC(C)(C)C)=O)C)C tert-butyl (S)-((5-(4-((N,N-dimethylsulfamoyl)methyl)-6-(3-ethylmorpholino)pyrimidin-2-yl)-1H-pyrrolo[3,2-b]pyridin-2-yl)methyl)(methyl)carbamate